ClC1=C(C=C2C=NN(C2=C1)C1=NC2=CN=CC=C2C=C1)C(=O)O 6-chloro-1-(1,7-naphthyridin-2-yl)-1H-indazole-5-carboxylic acid